C1(CC1)N1N=CC=C1C(=O)N[C@H]1C[C@H](CCC1)NC1=CC(=NC2=CC=C(C=C12)F)C(F)(F)F cyclopropyl-N-[(1R,3S)-3-{[6-fluoro-2-(trifluoromethyl)quinolin-4-yl]amino}cyclohexyl]-1H-pyrazole-5-carboxamide